N1=C(N=CC2=C1CCC2)C=2C=C1C=CN(C(C1=CC2F)=O)CCC[C@H](C)NC=2C=NNC(C2C(F)(F)F)=O (S)-6-(6,7-dihydro-5H-cyclopenta[d]pyrimidin-2-yl)-7-fluoro-2-(4-((6-oxo-5-(trifluoromethyl)-1,6-dihydropyridazin-4-yl)amino)pentyl)isoquinolin-1(2H)-one